CC1=CC=C(C2=CC=CC=C12)C 1,4-dimethyl-naphthalene